(S)-3-(1-(3-((2-(1-ethyl-1H-pyrazol-5-yl)-5-fluoropyridin-4-yl)oxy)azetidine-1-carbonyl)-4,5-dihydro-1H-pyrazol-5-yl)-5-fluorobenzonitrile C(C)N1N=CC=C1C1=NC=C(C(=C1)OC1CN(C1)C(=O)N1N=CC[C@H]1C=1C=C(C#N)C=C(C1)F)F